CUra-Glucose O=[Cm][C@H](O)[C@@H](O)[C@H](O)[C@H](O)CO